4-(3-butenesulfonyl)phenylboric acid C(CC=C)S(=O)(=O)C1=CC=C(C=C1)OB(O)O